2-Benzyl-5-(trifluoromethyl)isoindoline-1,3-dione C(C1=CC=CC=C1)N1C(C2=CC=C(C=C2C1=O)C(F)(F)F)=O